COC1=CC=C(C=C1NC1=NC=CC(=N1)C=1C=NN2C1C=CC=C2)N 6-methoxy-N-{4-pyrazolo[1,5-a]Pyridin-3-ylpyrimidin-2-yl}benzene-1,3-diamine